O1CCN(CC1)CCC(=O)N 3-morpholinopropanamide